N[S@@](=NC(CC1=C(C(=CC=C1C(C)C)F)C(C)C)=O)(=O)C=1SC=C(N1)C(C)(C)O (S)-N-(amino(4-(2-hydroxypropan-2-yl)thiazol-2-yl)(oxo)-λ6-sulfaneylidene)-2-(3-fluoro-2,6-diisopropylphenyl)acetamide